N1(CCCCC1)C1=CC=C(C=C1)SC=1C=CCCC1 5-((4-(Piperidin-1-yl)phenyl)thio)-1H-benzol